FC1(C(C1)NC(=O)NC=1C=NN2C1N=C(C=C2)N2[C@H](C[C@@H](C2)O)C2=C(C=CC(=C2)F)F)F 1-(2,2-difluorocyclopropyl)-3-(5-((2R,4S)-2-(2,5-difluorophenyl)-4-hydroxypyrrolidin-1-yl)pyrazolo[1,5-a]pyrimidin-3-yl)urea